C1(CC1)CN1C=CC2=NN(C(C(=C21)C=2C=NC=C(C2)C(F)(F)F)=O)C2=CC1=CN(N=C1C=C2)C 5-(cyclopropylmethyl)-2-(2-methyl-2H-indazol-5-yl)-4-(5-(trifluoromethyl)pyridin-3-yl)-2,5-dihydro-3H-pyrrolo[3,2-c]pyridazin-3-one